2-(5-(4-chlorobenzyl)-8-isopropyl-6,9-dioxo-2,5,8-triazaspiro[3.5]nonan-2-yl)thiazole-4-carboxamide ClC1=CC=C(CN2C3(CN(C3)C=3SC=C(N3)C(=O)N)C(N(CC2=O)C(C)C)=O)C=C1